[Be+2].[Cl-].[Cl-] The molecule is a compound of beryllium (+2 oxidation state) and chloride in the ratio 1:2. It has a role as a carcinogenic agent and a genotoxin. It is a beryllium molecular entity and an inorganic chloride.